2-methyl-2-(4-fluorobenzyl)-1,3-cyclopentanedione CC1(C(CCC1=O)=O)CC1=CC=C(C=C1)F